O1C(=CC=2C1=CN=CC2)C(=O)NCC2CC21CCN(CC1)C(=O)OC(C)(C)C tert-Butyl 1-([furo[2,3-c]pyridin-2-ylformamido]methyl)-6-azaspiro[2.5]octane-6-carboxylate